1-Oxo-2,8-diaza-spiro[4.5]decane-8-carboxylic acid [4-methoxy-7-(tetrahydropyran-4-yl)-thiazolo[4,5-c]pyridin-2-yl]-amide COC1=NC=C(C2=C1N=C(S2)NC(=O)N2CCC1(CCNC1=O)CC2)C2CCOCC2